N'-(5-methyl-2-hydroxybenzylidene)-2-((3-fluorophenyl)amino)butanoyl-hydrazine CC=1C=CC(=C(C=NNC(C(CC)NC2=CC(=CC=C2)F)=O)C1)O